CC1=C(C(=O)NC=2SC(=CN2)[N+](=O)[O-])C=CC(=C1)[N+](=O)[O-] methyl-4-nitro-N-(5-nitrothiazol-2-yl)benzamide